N-(6-aminohexyl)-2-(4-cyanophenyl)-1-(p-tolyl)-1H-benzo[d]imidazole-5-carboxamide NCCCCCCNC(=O)C1=CC2=C(N(C(=N2)C2=CC=C(C=C2)C#N)C2=CC=C(C=C2)C)C=C1